C1(CC1)S(=O)(=O)N[C@@H]1CC[C@H](OC1)CN1CCC2(CN(C2)C2=NC=NC=C2OC2=C(C(=O)[O-])C=C(C=C2)F)CC1.[Li+] lithium 2-((4-(7-(((2S,5R)-5-(cyclopropanesulfonamido)tetrahydro-2H-pyran-2-yl)methyl)-2,7-diazaspiro[3.5]nonan-2-yl)pyrimidin-5-yl)oxy)-5-fluorobenzoate